N-([1,1'-biphenyl]-4-yl)-N-(4'-bromo-[1,1'-biphenyl]-4-yl)-9,9-dimethyl-9H-fluoren-2-amine C1(=CC=C(C=C1)N(C1=CC=2C(C3=CC=CC=C3C2C=C1)(C)C)C1=CC=C(C=C1)C1=CC=C(C=C1)Br)C1=CC=CC=C1